N1CC(C1)C1=NN=C2N1C=CC(=C2)C2=C(C=C(C=C2)C2=NO[C@H](C2)CN2N=NC=C2)F 3-(Azetidin-3-yl)-7-(2-fluoro-4-{(5R)-5-[(1H-1,2,3-triazol-1-yl)methyl]-4,5-dihydro-1,2-oxazol-3-yl}phenyl)[1,2,4]triazolo[4,3-a]pyridine